C(#N)C1=C(C=CC(=C1)C(F)(F)F)N1CCC(CC1)(C(=O)N[C@H](CNC)C)C=1C=C(C(=NC1)C=1C(=NC=CC1)OCC)F 1-[2-cyano-4-(trifluoromethyl)phenyl]-4-{2'-ethoxy-3-fluoro-[2,3'-bipyridin]-5-yl}-N-[(2S)-1-(methylamino)propan-2-yl]piperidine-4-carboxamide